methyl 5-bromo-2-((tetrahydrofuran-3-yl) methyl)-2H-indazole-3-carboxylate BrC1=CC2=C(N(N=C2C=C1)CC1COCC1)C(=O)OC